Iminopropionic Acid N=C(C(=O)O)C